[4-(tert-butoxycarbonyl)phenyl]boronic acid C(C)(C)(C)OC(=O)C1=CC=C(C=C1)B(O)O